ClC=1C=2N(C=CC1SC=1N=C(C(=NC1)N1CCC3(CC1)[C@@H](C1=CC=CC=C1C3)NC(OC(C)(C)C)=O)CO)C=C(N2)C2=NC(=CC=C2)OC tert-butyl (S)-(1'-(5-((8-chloro-2-(6-methoxypyridin-2-yl)imidazo[1,2-a]pyridin-7-yl)thio)-3-(hydroxymethyl)pyrazin-2-yl)-1,3-dihydrospiro[indene-2,4'-piperidine]-1-yl)carbamate